N-(3-fluoro-2-(3-fluoro-1-methyl-1H-pyrazol-4-yl)pyridin-4-yl)-5-isopropyl-8-((2R,3S)-2-methyl-3-((methanesulfonyl)methyl)azabut-1-yl)isoquinolin-3-amine FC=1C(=NC=CC1NC=1N=CC2=C(C=CC(=C2C1)C(C)C)N[C@@H]([C@H](C)CS(=O)(=O)C)C)C=1C(=NN(C1)C)F